C1[C@@H]([C@H](OC2=C1C(=CC(=C2[C@H]3[C@@H]([C@H](OC4=C3C=CC(=C4)O)C5=CC(=C(C=C5)O)O)O)O)O)C6=CC(=C(C=C6)O)O)O The molecule is a ring assembly that consists of fisetinidol attached to a (+)-catechin unit resulting in a bond between C-4 of the pyran ring and C-8 of the benzopyran ring. It is isolated from Acacia mearnsii. It has a role as a metabolite. It is a catechin and a ring assembly. It derives from a fisetinidol and a (+)-catechin.